[N+](=[N-])(C1SC2=C(N1CC)C=CC(=C2)S(=O)(=O)O)C2SC1=C(N2CC)C=CC(=C1)S(=O)(=O)O 2,2'-diazobis(3-ethylbenzothiazoline-6-sulfonic Acid)